6-((5-((R)-1-((2S,4R)-4-hydroxy-2-(((S)-1-(4-(4-methylthiazol-5-yl)phenyl)ethyl)formamido)pyrrolidin-1-yl)-3-methyl-1-oxobutan-2-yl)isoxazol-3-yl)oxy)hexanoic acid O[C@@H]1C[C@H](N(C1)C([C@H](C(C)C)C1=CC(=NO1)OCCCCCC(=O)O)=O)NC(=O)[C@@H](C)C1=CC=C(C=C1)C1=C(N=CS1)C